tert-butyl 4-bromo-1H-pyrazole-1-carboxylate BrC=1C=NN(C1)C(=O)OC(C)(C)C